C(C(C)C)C(CC)S(=O)(=O)O.FC=1C(=C(C(=NC1)C)C(C(=O)N)=C)C (5-fluoro-2,4-dimethylpyridin-3-yl)prop-2-enamide 1-isobutyl-1-propanesulfonate